7-(4-isopropylphenyl)-4-methylsulfonyl-2,3-dihydrobenzofuran-5-amine C(C)(C)C1=CC=C(C=C1)C1=CC(=C(C=2CCOC21)S(=O)(=O)C)N